CN1N=C(C2=CC=CC(=C12)NCC1CCN(CC1)C(=O)OC(C)(C)C)[C@@]1(C(NC(CC1)=O)=O)C |r| tert-butyl 4-[[[1-methyl-3-[rac-(3R)-3-methyl-2,6-dioxo-3-piperidyl]indazol-7-yl]amino]methyl]piperidine-1-carboxylate